rac-methyl (R)-4,4-difluoro-2-(methylamino)butanoate 2,2,2-trifluoroacetate FC(C(=O)O)(F)F.FC(C[C@H](C(=O)OC)NC)F |r|